tert-butyl 2-(3-hydroxycyclobutoxy)-7-azaspiro[3.5]nonane-7-carboxylate OC1CC(C1)OC1CC2(C1)CCN(CC2)C(=O)OC(C)(C)C